6-Chloro-4-((1,5-dimethyl-4-oxo-4,5-dihydro-1H-pyrrolo[3,2-c]pyridin-3-yl)amino)-N-(methyl-d3)pyridazine-3-carboxamide ClC1=CC(=C(N=N1)C(=O)NC([2H])([2H])[2H])NC1=CN(C2=C1C(N(C=C2)C)=O)C